1,3-Bis(2,6-diisopropylphenyl)-4,5-dimethylimidazoline-2-imine C(C)(C)C1=C(C(=CC=C1)C(C)C)N1C(N(C(C1C)C)C1=C(C=CC=C1C(C)C)C(C)C)=N